OC1CN(CC(C=C1)O)C(=O)OC(C)(C)C tert-butyl 3,6-dihydroxy-2,3,6,7-tetrahydroazepine-1-carboxylate